COC1=NC=CC=C1[2H] 2-methoxypyridin-d